2-((2-Ethyl-6-fluoro-5-(4-(2-(3-hydroxyazetidine-1-yl)-2-oxoethyl)piperazin-1-yl)Pyrazolo[1,5-a]pyridin-3-yl)(methyl-d3)amino)-4-(4-fluorophenyl-2,3,5,6-d4)thiazole-5-carbonitrile C(C)C1=NN2C(C=C(C(=C2)F)N2CCN(CC2)CC(=O)N2CC(C2)O)=C1N(C=1SC(=C(N1)C1=C(C(=C(C(=C1[2H])[2H])F)[2H])[2H])C#N)C([2H])([2H])[2H]